(7S,8R)-2-amino-7,8-dimethyl-7,8-dihydro-5H-pyrano[4,3-b]pyridin-5-one NC1=CC=C2C(=N1)[C@H]([C@@H](OC2=O)C)C